O=C1N(CCC(N1)=O)C=1C=C(C(=O)OC2=C(C(=C(C(=C2F)F)F)F)F)C=CC1OC pentafluorophenyl 3-(2,4-dioxotetrahydropyrimidin-1(2H)-yl)-4-methoxybenzoate